2-amino-3-(2-methyl-1H-imidazol-4-yl)propanoic acid hydrochloride Cl.NC(C(=O)O)CC=1N=C(NC1)C